3-[4-[4-[2-(4-aminocyclohexyl)ethyl]piperazin-1-yl]phenyl]piperidine-2,6-dione hydrochloride Cl.NC1CCC(CC1)CCN1CCN(CC1)C1=CC=C(C=C1)C1C(NC(CC1)=O)=O